6-chloro-5'-(5-chloro-2-fluorophenyl)-2'-(6-ethoxy-4-methoxypyridin-3-yl)-3'-isopropyl-3'H-spiro[indoline-3,4'-pyrrolo[3,4-d]imidazole]-2,6'(5'H)-dione ClC1=CC=C2C(=C1)NC(C21N(C(C=2N=C(N(C21)C(C)C)C=2C=NC(=CC2OC)OCC)=O)C2=C(C=CC(=C2)Cl)F)=O